(2R,8aR)-2-(2,3-dichloro-6-hydroxyphenyl)-2,3,8,8a-tetrahydro-1H-indolizin-5-one ClC1=C(C(=CC=C1Cl)O)[C@H]1C[C@H]2CC=CC(N2C1)=O